CSCN(S(=O)(=O)C1(CC1)COC=1N=CC=C2C=C(C(N(C12)C)=O)C(=O)NCC1=CC=C(C=C1)C#N)CSC 8-((1-(N,N-bis((methylthio)methyl)sulfamoyl)cyclopropyl)methoxy)-N-(4-cyanobenzyl)-1-methyl-2-oxo-1,2-dihydro-1,7-naphthyridine-3-carboxamide